4-Methylphenyl acetate (4-methyl-phenyl acetate) CC1=CC=C(C=C1)CC(=O)O.C(C)(=O)OC1=CC=C(C=C1)C